CC1(CCC(CC1)C1=CC=C(C=C1)NC1CCC(CC1)NNS(=O)=O)C N-(4-{[4-(4,4-dimethylcyclohexyl)phenyl]amino}cyclohexyl)aminosulfonamide